1-(4-((4'-((3,3-difluoropiperidin-1-yl)methyl)-[1,1'-biphenyl]-4-yl)methyl)phenyl)-5-methyl-1H-1,2,4-triazole-3-carboxamide FC1(CN(CCC1)CC1=CC=C(C=C1)C1=CC=C(C=C1)CC1=CC=C(C=C1)N1N=C(N=C1C)C(=O)N)F